FC(CC(C1=CC=C(C=C1)F)N1N=CC(=C1)C1=CC=CC(=N1)C1=C(C=2N(C=C1)N=C(N2)N)F)F 7-(6-(1-(3,3-difluoro-1-(4-fluorophenyl)propyl)-1H-pyrazol-4-yl)pyridin-2-yl)-8-fluoro-[1,2,4]triazolo-[1,5-a]pyridin-2-amine